2-(4-bromo-5-cyclobutyl-1-methyl-1H-pyrazol-3-yl)-5-fluoropyridine BrC=1C(=NN(C1C1CCC1)C)C1=NC=C(C=C1)F